C1(CC1)C(=O)NC1=NC=CC(=C1)C1=CNC2=C(C=CC=C12)NC(=O)C1=CN=CS1 N-(3-(2-(Cyclopropancarboxamido)pyridin-4-yl)-1H-indol-7-yl)thiazol-5-carboxamid